[4-(1-methyl-1H-pyrazol-4-yl)-benzyl]-(6-{7-[2-(1-methyl-pyrrolidin-3-yl)-ethoxy]-imidazo[1,2-a]pyridin-3-yl}-pyrimidin-4-yl)-amine CN1N=CC(=C1)C1=CC=C(CNC2=NC=NC(=C2)C2=CN=C3N2C=CC(=C3)OCCC3CN(CC3)C)C=C1